4-(2-cyano-7-((5-methoxy-7-methyl-1H-indol-4-yl)methyl)-7-azaspiro[3.5]nonan-6-yl)-N-(2-morpholinoethyl)benzamide C(#N)C1CC2(C1)CC(N(CC2)CC2=C1C=CNC1=C(C=C2OC)C)C2=CC=C(C(=O)NCCN1CCOCC1)C=C2